(2R,3S,4R,5R)-5-(4-aminopyrrolo[2,1-f][1,2,4]triazin-7-yl)-2-(((tert-butyldiphenylsilyl) oxy) methyl)-5-cyano-4-hydroxytetrahydrofuran-3-yl 2-phenylacetate C1(=CC=CC=C1)CC(=O)O[C@@H]1[C@H](O[C@@]([C@@H]1O)(C#N)C1=CC=C2C(=NC=NN21)N)CO[Si](C2=CC=CC=C2)(C2=CC=CC=C2)C(C)(C)C